CN1CC(OC(C1)(C)C)CN (4,6,6-trimethylmorpholin-2-yl)methylamine